((S)-tert-butyl 1-(5-chloro-2-ethoxy-4-fluoro-3-((R)-5-oxopyrrolidin-3-yl) phenyl) ethyl) hydrazinecarboxylate N(N)C(=O)O[C@@H](CC(C)(C)C)C1=C(C(=C(C(=C1)Cl)F)[C@@H]1CNC(C1)=O)OCC